OC1CCC(CC1)C1CCC(CC1)O 4,4'-dihydroxybicyclohexyl